C(=O)(C=C)N1C[C@H](CC1)N1N=C(C=2C(=NC=C(C21)C#N)N)C#CC2=C(C(=CC(=C2F)OC)OC)F (S)-1-(1-Acrylpyrrolidin-3-yl)-4-amino-3-((2,6-difluoro-3,5-dimethoxyphenyl)ethynyl)-1H-pyrazolo[4,3-c]pyridine-7-carbonitrile